tert-butyl (S)-(5-methyl-4-oxo-7-(7-oxa-2-azaspiro[3.5]nonan-2-yl)-2,3,4,5-tetrahydropyrido[3,2-b][1,4]oxazepin-3-yl)carbamate CN1C2=C(OC[C@@H](C1=O)NC(OC(C)(C)C)=O)C=CC(=N2)N2CC1(C2)CCOCC1